methyl 2-((3-(4-methoxyphenyl)-2-methylprop-1-en-1-yl) oxy)-2-methylpropionate COC1=CC=C(C=C1)CC(=COC(C(=O)OC)(C)C)C